(R)-tert-butyl (3-(2-(N,N-bis(4-methoxybenzyl)sulfamoyl)-4-iodo-3-(2-(4-methoxybenzyl)-2H-tetrazol-5-yl)phenylsulfonamido)-2-((tert-butyldimethylsilyl)oxy)propyl)carbamate COC1=CC=C(CN(S(=O)(=O)C2=C(C=CC(=C2C=2N=NN(N2)CC2=CC=C(C=C2)OC)I)S(=O)(=O)NC[C@@H](CNC(OC(C)(C)C)=O)O[Si](C)(C)C(C)(C)C)CC2=CC=C(C=C2)OC)C=C1